methyl (Z)-N'-((Z)-(3-(4-chlorophenyl)-4-phenyl-5,6-dihydropyridazin-1(4H)-yl)(((4-methoxyphenyl)sulfonyl)imino)methyl)carbamimidothioate ClC1=CC=C(C=C1)C1=NN(CCC1C1=CC=CC=C1)\C(\N=C(\N)/SC)=N/S(=O)(=O)C1=CC=C(C=C1)OC